FC1(CC2(C1)C[C@H](N(CC2)CC2=C1C=CNC1=C(C=C2OC)C)C=2C=CC(=NC2NC)C(=O)O)F (S)-5-(2,2-difluoro-7-((5-methoxy-7-methyl-1H-indol-4-yl)methyl)-7-azaspiro[3.5]nonan-6-yl)-6-(methylamino)picolinic acid